N1(CCCCCC1)C(=O)C1=CC2=C(C=N1)C(=NN2CCOC)C2=CN=C1N2C=C(C=C1F)F azepan-1-yl-[3-(6,8-difluoro-imidazo[1,2-a]pyridin-3-yl)-1-(2-methoxy-ethyl)-1H-pyrazolo[4,3-c]pyridin-6-yl]-methanone